O=C1NC(CCC1N1C(C2=CC=C(C=C2C1)CNC(CC(CCC(CCC(CCC(CC)=O)=O)=O)=O)=O)=O)=O 1-(2-(2,6-dioxopiperidin-3-yl)-1-oxoisoindol-5-yl)-3-Oxo-5,8,11,14-tetraoxo-2-azahexadecane